C(C1=CC=CC=C1)O[C@@H]1CN(CC[C@@]1(O)CN1C=CC2=C1N=CN=C2N(CC2CCC(CC2)C(F)(F)F)CC)C(=O)OC(C)(C)C |r| tert-Butyl (3RS,4RS)-3-(benzyloxy)-4-((4-(ethyl(((1r,4R)-4-(trifluoromethyl)-cyclohexyl)methyl)amino)-7H-pyrrolo[2,3-d]pyrimidin-7-yl)methyl)-4-hydroxy-piperidine-1-carboxylate